N-(5-(5-cyano-3H-spiro[isobenzofuran-1,4'-piperidin]-1'-ylcarbonyl)-2-methylphenyl)-6-((2-methoxyethyl)(methyl)amino)nicotinamide C(#N)C=1C=C2COC3(CCN(CC3)C(=O)C=3C=CC(=C(C3)NC(C3=CN=C(C=C3)N(C)CCOC)=O)C)C2=CC1